C1(=CC=CC=C1)S(=O)(=O)NC=1C=C(C=CC1)/C=C/[C@@H](CCOC=1C=C(C=CC1)CCC(=O)O)O 3-[3-[(E,3R)-5-[3-(Benzenesulfonamido)phenyl]-3-hydroxypent-4-enoxy]phenyl]propanoic acid